6,8-dicarbonyl-1,3,4,6,7,8-hexahydropyrimido[6,1-c][1,4]oxazine-9-carbonitrile-1-d C(=O)=C1NC(C(=C2C(OCCN21)[2H])C#N)=C=O